tert-butyl 4-amino-2-chlorobenzylcarbamate NC1=CC(=C(CNC(OC(C)(C)C)=O)C=C1)Cl